trimethylpropane tris(2-methyl-1-aziridinepropionate) CC1N(C1)CCC(=O)O.CC1N(C1)CCC(=O)O.CC1N(C1)CCC(=O)O.CC(CC)(C)C